1,3-dioxoisoindolin-2-yl (tert-butoxycarbonyl)-L-phenylalanylleucinate C(C)(C)(C)OC(=O)N[C@@H](CC1=CC=CC=C1)C(=O)N[C@@H](CC(C)C)C(=O)ON1C(C2=CC=CC=C2C1=O)=O